tert-butyl 3-fluoro-4-oxopyrrolidine-1-carboxylate FC1CN(CC1=O)C(=O)OC(C)(C)C